N1C(CC1)C#CC1=NC=CC(=N1)NC1=CC(=C(C=C1)OC1=CC2=C(N(C=N2)C)C=C1)C (azetidin-2-ylethynyl)-N-(3-methyl-4-((1-methyl-1H-benzimidazol-5-yl)oxy)phenyl)pyrimidin-4-amine